1-([[(2S)-1-[(2S,4R)-4-hydroxy-2-([[4-(4-methyl-1,3-thiazol-5-yl)phenyl]methyl]carbamoyl)pyrrolidin-1-yl]-3,3-dimethyl-1-oxobutan-2-yl]carbamoyl]methyl)piperidine-4-carboxylic acid O[C@@H]1C[C@H](N(C1)C([C@H](C(C)(C)C)NC(=O)CN1CCC(CC1)C(=O)O)=O)C(NCC1=CC=C(C=C1)C1=C(N=CS1)C)=O